C(CCC)[Si](O)(C1=CC=CC=C1)CCCC di-butylphenyl-silanol